lauryltrimethylammonium chloride [Cl-].C(CCCCCCCCCCC)[N+](C)(C)C